4-(2,2-dimethylpropyl-1,1-d2)-5-(methyl-d3)-2-(phenanthro[3,2-b]benzofuran-11-yl)pyridine CC(C([2H])([2H])C1=CC(=NC=C1C([2H])([2H])[2H])C1=CC=CC=2C3=C(OC21)C=C2C1=CC=CC=C1C=CC2=C3)(C)C